(2S,4R)-N-((R)-1-(4-carbamimidoylthiophen-2-yl)ethyl)-4-(difluoromethoxy)-1-((9,9-dimethyl-9H-fluorene-3-carbonyl)glycyl)pyrrolidine-2-carboxamide C(N)(=N)C=1C=C(SC1)[C@@H](C)NC(=O)[C@H]1N(C[C@@H](C1)OC(F)F)C(CNC(=O)C=1C=CC=2C(C3=CC=CC=C3C2C1)(C)C)=O